C1(=CC=CC=C1)C[C@@H](B1O[C@@]2([C@H](O1)C[C@H]1C([C@@H]2C1)(C)C)C)NC(OC[C@@H]1CNCC1)=O ((S)-pyrrolidin-3-yl)methyl ((R)-2-phenyl-1-((3aS,4S,6S,7aR)-3a,5,5-trimethylhexahydro-4,6-methanobenzo[d][1,3,2]dioxaborol-2-yl)ethyl)carbamate